[Te].[Si].[Bi] bismuth silicon tellurium